ClC1=C(C=C(CNC(C(C)C)=O)C=C1)C=1NC(C=C(N1)C=1C=NC(=CC1)OCC=1C=NC(=CC1)C)=O N-(4-chloro-3-{4-[6-(6-methylpyridin-3-ylmethoxy)pyridin-3-yl]-6-oxo-1,6-dihydropyrimidin-2-yl}benzyl)isobutyramide